ClN1N=CC2=CC=C(C=C12)F chloro-6-fluoro-1H-indazol